FC(CN1N=CC(=C1)S(=O)(=O)N1N=C2C(=C1)CN(C2)C([C@@](CO)(C2=NC=CC=C2)C)=O)F (2R)-1-(2-{[1-(2,2-difluoroethyl)-1H-pyrazol-4-yl]sulfonyl}-2H,4H,5H,6H-pyrrolo[3,4-c]pyrazol-5-yl)-3-hydroxy-2-methyl-2-(pyridin-2-yl)propan-1-one